Racemic-(±)-6-(4-aminophenyl)-5-methylpyridazin-3(2H)-one NC1=CC=C(C=C1)C=1C(=CC(NN1)=O)C